C1(CC1)OC1=C(N)C=C(C=C1)N1CCN(CC1)C1CC1 2-cyclopropoxy-5-(4-cyclopropylpiperazin-1-yl)aniline